(E)-7-(3-(3-bromobenzylidene)-2,5-dioxopyrrolidinyl)-N-hydroxyheptanamide BrC=1C=C(\C=C/2\C(N(C(C2)=O)CCCCCCC(=O)NO)=O)C=CC1